(3-(2-amino-3-nitropyridin-4-yl)-3,8-diazabicyclo[3.2.1]octan-8-yl)((1S,2R)-2-fluorocyclopropyl)methanone NC1=NC=CC(=C1[N+](=O)[O-])N1CC2CCC(C1)N2C(=O)[C@H]2[C@@H](C2)F